Ethyl 2-(3-((tert-butoxycarbonyl)amino)bicyclo[1.1.1]pentan-1-yl)thiazole-4-carboxylate C(C)(C)(C)OC(=O)NC12CC(C1)(C2)C=2SC=C(N2)C(=O)OCC